FC(C=1C(=C(C=CC1)C(C)NC=1C2=C(N=C(N1)C)NC(C(=C2)C(=O)O)=O)F)F 4-((1-(3-(difluoromethyl)-2-fluorophenyl)ethyl)amino)-2-methyl-7-oxo-7,8-dihydropyrido[2,3-d]pyrimidine-6-carboxylic acid